ClC=1C=C(C=CC1Cl)NC(N(C)OC)=O 3-(3,4-dichlorophenyl)-1-methoxy-1-methylurea